C(\C=C/CCCCCC)OC(CCCCCCCN(CCCCCCCC(=O)OC\C=C/CCCCCC)CCCN(CCCCCCCC(=C=O)OC\C=C/CCCCCC)CCCO)=O di((Z)-non-2-en-1-yl)8,8'-((3-((3-hydroxypropyl)(8-(((Z)-non-2-en-1-yl)oxy)-8-carbonyloctyl)amino)propyl)azanediyl)dioctanoate